3-(3-fluoro-4-(methoxycarbonyl)phenyl)-5-(2-fluoro-6-methoxyphenyl)-1H-pyrazolo[3,4-c]Pyridine-1-carboxylic acid tert-butyl ester C(C)(C)(C)OC(=O)N1N=C(C=2C1=CN=C(C2)C2=C(C=CC=C2OC)F)C2=CC(=C(C=C2)C(=O)OC)F